C1(=CC=CC=C1)CC(=O)OCC(C)C 2-methylpropyl 2-phenylacetate